C(CC)CC(=O)O.C(C)(=O)OCCC n-propyl acetate (n-propyl acetate)